N1=C(N=CC=C1)CSC=1SC2=C(N1)C=CC=C2 ((pyrimidin-2-ylmethyl)thio)benzo[d]thiazole